(7-(2-Fluoro-5-methylphenyl)-2-azaspiro[3.5]nonan-2-yl)((1s,3s)-3-hydroxy-3-methylcyclobutyl)methanone FC1=C(C=C(C=C1)C)C1CCC2(CN(C2)C(=O)C2CC(C2)(C)O)CC1